BrC1=C(C(=CC2=CC=CC=C12)I)C1=C(C=CC=C1)Br 1-bromo-2-(2-bromophenyl)-3-iodonaphthalene